tert-butyl N-[5-[[[2-chloro-4-[[5-(2,3-difluoro-4-methoxy-phenyl)-1-methyl-imidazole-2-carbonyl]amino]benzoyl]amino]methyl]thiazol-2-yl]carbamate ClC1=C(C(=O)NCC2=CN=C(S2)NC(OC(C)(C)C)=O)C=CC(=C1)NC(=O)C=1N(C(=CN1)C1=C(C(=C(C=C1)OC)F)F)C